N-[3-chloro-4-(piperazine-1-carbonyl)phenyl]-5-[2-fluoro-4-(fluoromethoxy)phenyl]-1-methyl-imidazole-2-carboxamide ClC=1C=C(C=CC1C(=O)N1CCNCC1)NC(=O)C=1N(C(=CN1)C1=C(C=C(C=C1)OCF)F)C